Dec-2-ene CC=CCCCCCCC